Methyl (R)-2-Hydroxy-3-(2-hydroxyphenyl)propanoate O[C@@H](C(=O)OC)CC1=C(C=CC=C1)O